P(=O)(=O)O[Sb](O)(O)=O phosphoantimonic acid